BrC=1C=C2CCC3(CCN(CC3)CC)C2=CC1 5-bromo-1'-ethyl-2,3-dihydrospiro[indene-1,4'-piperidine]